N1=CNC2=NC=CC(=C21)C=2C=NN(C2)C2=CC=C(C=N2)C(C(F)(F)F)O (6-(4-(3H-imidazo[4,5-b]pyridin-7-yl)-1H-pyrazol-1-yl)pyridin-3-yl)-2,2,2-trifluoroethanol